niobium(V) ethoxide [O-]CC.[Nb+5].[O-]CC.[O-]CC.[O-]CC.[O-]CC